CC(=O)O[C@@H]1C[C@@H]2[C@](C=CC(=O)C2(C)C)([C@@H]3[C@@]1([C@]45[C@H](O4)C(=O)O[C@H]([C@@]5(CC3)C)C6=COC=C6)C)C The molecule is a pentacyclic triterpenoid natural product found particularly in Azadirachta indica and Cedrela odorata. It has a role as an antimalarial, an antineoplastic agent, a Hsp90 inhibitor and a plant metabolite. It is a limonoid, an acetate ester, an epoxide, an enone, a member of furans, a pentacyclic triterpenoid, an organic heteropentacyclic compound and a lactone.